N,N'-bis(3-methylphenyl)-N,N'-diphenylbenzidine CC=1C=C(C=CC1)N(C1=CC=C(C=C1)C1=CC=C(N(C2=CC=CC=C2)C2=CC(=CC=C2)C)C=C1)C1=CC=CC=C1